6-cyano-4-(2-ethynylphenyl)nicotinic acid C(#N)C1=NC=C(C(=O)O)C(=C1)C1=C(C=CC=C1)C#C